FC=1C=C2C(=C(/C(/C2=CC1)=C/C1=CC(=CC=C1)OC1=CC=C(C=C1)I)C)CC(=O)O (Z)-2-(5-Fluoro-1-(3-(4-iodophenoxy)benzylidene)-2-methyl-1H-inden-3-yl)acetic acid